(S)-(4-(difluoromethyl)-2-(pyridin-2-yl)oxazol-5-yl)(4-(4-fluorobenzo[d]thiazol-2-yl)-6,7-dihydro-1H-imidazo[4,5-c]pyridin-5(4H)-yl)methanone FC(C=1N=C(OC1C(=O)N1[C@@H](C2=C(CC1)NC=N2)C=2SC1=C(N2)C(=CC=C1)F)C1=NC=CC=C1)F